Hydrogen Chloride-HCl Cl.Cl